5-chloro-7-(1-ethylcyclobutyl)-2-{[(3S,4R)-3-hydroxypiperidin-4-yl]amino}pyrrolo[2,1-f][1,2,4]triazine-6-carbonitrile hydrochloride Cl.ClC=1C(=C(N2N=C(N=CC21)N[C@H]2[C@H](CNCC2)O)C2(CCC2)CC)C#N